ClC1=C(C(=CC=C1)C)S(=O)(=O)N1CC2=C(CC1)SC(=C2)C2=NOC(=N2)C(F)(F)F 3-(5-((2-chloro-6-methylphenyl)sulfonyl)-4,5,6,7-tetrahydrothieno[3,2-c]pyridin-2-yl)-5-(trifluoromethyl)-1,2,4-oxadiazole